[Na].[Mg].[Al].[Si] silicon aluminum magnesium sodium